C(C)(C)(C)C(C(=O)N)(CCCC)C1CCCCC1 tertiary butylcyclohexylcaproic acid amide